homoallyl ether C(CC=C)OCCC=C